IC1=COC2=C(C1=O)C=CC(=C2)OC2OCCCC2 3-iodo-7-((tetrahydro-2H-pyran-2-yl)oxy)-4H-benzopyran-4-one